C(C)N1N=C(C(=N1)CC=1C=NN(C1)CC)I 2-ethyl-4-[(1-ethyl-1H-pyrazol-4-yl)methyl]-5-iodo-2H-1,2,3-triazole